[SiH2]1C=CC=CC=CC=C1 silonin